2-hydroxyethyl-tributyl-ammonium bromide [Br-].OCC[N+](CCCC)(CCCC)CCCC